(3R)-3-[(2S)-1-(tert-butoxy)-3-(3-hydroxyphenyl)-1-oxopropane-2-yl]pyrrolidine-1-carboxylic acid tert-butyl ester C(C)(C)(C)OC(=O)N1C[C@H](CC1)[C@@H](C(=O)OC(C)(C)C)CC1=CC(=CC=C1)O